C(C1=CC=CC=C1)N1CCC2(CC1)COC1=C2C=CC(=C1)O[C@@H]1C(NC(CC1)=O)=O (S)-3-((1'-benzyl-2H-spiro[benzofuran-3,4'-piperidin]-6-yl)oxy)piperidine-2,6-dione